3-((3-chloro-2-fluorobenzyl)amino)-6-fluoro-5-(1-(2-fluorophenyl)ethyl)-4H-benzo[e][1,2,4]thiadiazine 1,1-dioxide ClC=1C(=C(CNC2=NS(C3=C(N2)C(=C(C=C3)F)C(C)C3=C(C=CC=C3)F)(=O)=O)C=CC1)F